FC1=NC=CC(=C1)[C@H](CC1=NC(=NC(=N1)N[C@@H](CO)CC(C)C)CS(=O)(=O)N)C (4-((S)-2-(2-fluoropyridin-4-yl)propyl)-6-(((R)-1-hydroxy-4-methylpent-2-yl)amino)-1,3,5-triazin-2-yl)methanesulfonamide